BrC=1C=C(C(=NC1N=S(=O)(C)C1=CC=C(C=C1)Cl)C)N=CN(C)CC N'-(5-bromo-6-(((4-chlorophenyl)(methyl)(oxo)-λ6-sulfaneylidene)amino)-2-methylpyridin-3-yl)-N-ethyl-N-methylformimidamide